C(C)C1=CC2=C(C(C=3NC4=CC(=CC=C4C3C2=O)C#N)(C)C)C=C1N1CCC(CC1)(N1CCOCC1)C(C)C 9-Ethyl-8-(4-isopropyl-4-morpholine-4-yl-piperidine-1-yl)-6,6-dimethyl-11-oxo-6,11-dihydro-5H-benzo[b]carbazole-3-carbonitrile